7-Fluoro-4-methoxy-1-{2-[6-(1-methyl-3-oxo-2,3-dihydro-1H-indazol-6-yl)-pyrimidin-4-ylamino]-ethyl}-1H-indol-2-carbonitril FC=1C=CC(=C2C=C(N(C12)CCNC1=NC=NC(=C1)C1=CC=C2C(NN(C2=C1)C)=O)C#N)OC